FC1=CC=C(C=C1)C=1OC2=C(C1)C=C(C=C2)C=O 2-(4-fluorophenyl)benzofuran-5-carbaldehyde